α,4-dimethyl-3-Cyclohexene-1-methanol CC(O)C1CC=C(CC1)C